phenoxyethyl-carboxylate O(C1=CC=CC=C1)CCC(=O)[O-]